FC=1C(=NC(=NC1)NC1=NC=C(C=C1)CN1CC(N(CC1)C)(C)C)C=1C=C(C2=C(N(C(=N2)C)C(C)C)C1)F 5-fluoro-4-(4-fluoro-1-isopropyl-2-methyl-1H-benzo[d]imidazol-6-yl)-N-(5-((3,3,4-trimethylpiperazin-1-yl)methyl)pyridin-2-yl)pyrimidin-2-amine